BrC1=C(C2=C(SC3=C2C=CC=C3)C=C1)Cl 2-bromo-1-chlorodibenzo[b,d]thiophene